N-(5-(2-((4-(4-(2-((3R,5R,7R)-adamantan-1-yl)acetyl)piperazin-1-yl)-2-Methoxyphenyl)amino)-5-methyl-7-oxopyrido[2,3-d]pyrimidin-8(7H)-yl)-2-fluorophenyl)cyclopropanecarboxamide C12(CC3CC(CC(C1)C3)C2)CC(=O)N2CCN(CC2)C2=CC(=C(C=C2)NC=2N=CC3=C(N2)N(C(C=C3C)=O)C=3C=CC(=C(C3)NC(=O)C3CC3)F)OC